NC1=CC=C(OC2=NC(=NC=C2Cl)NC2=CC=NN2C)C=C1 4-(4-aminophenoxy)-5-chloro-N-(1-methyl-1H-pyrazol-5-yl)pyrimidin-2-amine